CC(C#CC)(C)NC(CSC)=O N-(1,1-dimethyl-2-butyn-1-yl)-2-(methylthio)acetamide